((1r,4S)-4-methylcyclohexyl)-N-(4-((2-oxopyrrolidin-3-yl)oxy)pyridin-2-yl)acetamide CC1CCC(CC1)CC(=O)NC1=NC=CC(=C1)OC1C(NCC1)=O